tert-butyl (R)-4-methyl-2-oxopyrrolidine-1-carboxylate C[C@@H]1CC(N(C1)C(=O)OC(C)(C)C)=O